P(=O)(O)(O)O.O1C(=CC=C1)C=O 2-Furaldehyde phosphate